ClC1=NC=C(C(=N1)NC1=CC=C(C=C1)OC1=CC=CC=C1)O 2-chloro-4-(4-phenoxyanilino)pyrimidin-5-ol